N=1C=C(N2C1C=NC=C2)C=2C(=C(C=CC2)O)C=2N=NC(=CC2)N(C2CC(NC(C2)(C)C)(C)C)C (imidazo[1,2-a]pyrazin-3-yl)-2-(6-(methyl(2,2,6,6-tetramethylpiperidin-4-yl)amino)pyridazin-3-yl)phenol